(R)-4-methoxy-α-methylbenzylamine COC1=CC=C([C@@H](C)N)C=C1